FC=1C=C(C=CC1)N1N=C(C=C(C1=O)C(=O)N[C@H](CO)C(C)C)C1=CC=C(C=C1)OC(F)(F)F 2-(3-fluorophenyl)-N-[(2S)-1-hydroxy-3-methylbut-2-yl]-3-oxo-6-[4-(trifluoromethoxy)phenyl]-2,3-dihydropyridazine-4-carboxamide